NCCCN(CCCNC1=CC(=NC2=CC(=C(C=C12)OC)OC)C1=CC=C(C=C1)OC)C N1-(3-aminopropyl)-N3-(6,7-dimethoxy-2-(4-methoxyphenyl)quinolin-4-yl)-N1-methylpropane-1,3-diamine